[NH2+]1[CH-]NC2=C1C=CC=C2 2,3-dihydro-1H-benzo[d]imidazol-1-ium-2-ide